FC(OC[C@@H](C1=CC(=CC=C1)OC(F)F)NC(C[C@@](C(C)C)(C)O)=O)F (R)-N-((R)-2-(difluoromethoxy)-1-(3-(difluoromethoxy)phenyl)ethyl)-3-hydroxy-3,4-dimethylpentanamide